Tert-butoxycarbonyl-L-aspartic acid 4-tert-butyl ester C(C)(C)(C)OC(C[C@H](NC(=O)OC(C)(C)C)C(=O)O)=O